O.N[C@@H](CCC(=O)O)C(=O)O L-glutamate monohydrate